6-(2-morpholinylethoxy)pyrazolo[1,5-a]pyridine-3-carbonitrile N1(CCOCC1)CCOC=1C=CC=2N(C1)N=CC2C#N